1,4-dihydroxy-3,6-dimethoxybenzene OC1=CC(=C(C=C1OC)O)OC